(S)-1-[(S)-1-({8,8-Dimethyl-3-[(1-pyrrolidinyl)methyl]-1,5-dioxa-9-aza-9-spiro[5.5]undecyl}carbonyl)-3-methylbutyl]-3-isobutyl-2-piperazinone CC1(CC2(OCC(CO2)CN2CCCC2)CCN1C(=O)[C@H](CC(C)C)N1C([C@@H](NCC1)CC(C)C)=O)C